BrC1=C(C=C2C(=NC(=NC2=C1F)F)C1C=2N(CCCN1)N=C(C2Cl)C(=O)N(C)C)Cl (7-bromo-6-chloro-2,8-difluoroquinazolin-4-yl)-3-chloro-N,N-dimethyl-5,6,7,8-tetrahydro-4H-pyrazolo[1,5-a][1,4]diazepine-2-carboxamide